C(C)(C)(C)OC(=O)N1CC(C1)[C@@H]1CN(CCC1)N1CSC=C1 (R)-3-(1-(thiazole-3-yl)piperidin-3-yl)azetidine-1-carboxylic acid tert-butyl ester